CC=1N=C(C2=C(N1)OC=C2C(=O)NCC2=NOC(=N2)C(F)(F)F)NC2(CC2)C methyl-4-[(1-methylcyclopropyl)amino]-N-{[5-(trifluoromethyl)-1,2,4-oxadiazol-3-yl]methyl}furo[2,3-d]pyrimidine-5-carboxamide